C(CCC)O[C@H]1C[C@H](C1)NC(OC(C)(C)C)=O Tert-butyl (cis-3-butoxycyclobutyl)carbamate